(2-acetoxyethoxy)-methyl bromide C(C)(=O)OCCOCBr